ClC(C(=O)NC1=C2N=C(C=NC2=CC=C1OC=1C=CC2=C(NC(=N2)C)C1)C=1C=NN(C1)CC1CC(C1)(F)F)CC chloro-N-(3-{1-[(3,3-difluorocyclobutyl)methyl]-1H-pyrazol-4-yl}-6-[(2-methyl-1H-1,3-benzodiazol-6-yl)oxy]quinoxalin-5-yl)butanamide